2-iodo-N-(2,6-diisopropylphenyl)benzamide IC1=C(C(=O)NC2=C(C=CC=C2C(C)C)C(C)C)C=CC=C1